1-(4-((4-((3-chloro-4-((2-(cyclobutylamino)pyridin-4-yl)oxy)phenyl)amino)-7-methoxyquinazolin-6-yl)amino)piperidin-1-yl)prop-2-en-1-one ClC=1C=C(C=CC1OC1=CC(=NC=C1)NC1CCC1)NC1=NC=NC2=CC(=C(C=C12)NC1CCN(CC1)C(C=C)=O)OC